N-(2-(1-(2-chloroethyl)piperidin-4-yl)-6-(cyclopropylmethoxy)-2H-indazol-5-yl)pyrazolo[1,5-a]pyrimidine-3-carboxamide ClCCN1CCC(CC1)N1N=C2C=C(C(=CC2=C1)NC(=O)C=1C=NN2C1N=CC=C2)OCC2CC2